3-[6-(6-propoxy-pyridin-2-yl)-chroman-2-yl]-propionic acid ethyl ester C(C)OC(CCC1OC2=CC=C(C=C2CC1)C1=NC(=CC=C1)OCCC)=O